C=1N=CN2C1C1=CC=CC=C1[C@H]2[C@H]2[C@@H](C1CCC2CC1)O (2R,3S)-3-((R)-5H-Imidazo[5,1-a]isoindol-5-yl)bicyclo[2.2.2]octan-2-ol